CC1=C(C=NC=2OCCNC21)N2CC=1N=C(N=CC1CC2)NC=2C=CC(=C(C2)CC#N)C2CCN(CC2)C (5-((7-(8-methyl-2,3-dihydro-1H-pyrido[2,3-b][1,4]oxazin-7-yl)-5,6,7,8-tetrahydropyrido[3,4-d]pyrimidin-2-yl)amino)-2-(1-methylpiperidin-4-yl)phenyl)acetonitrile